Methyl-3-(benzyloxy)-1-hydroxycyclobutane-1-carboxylate COC(=O)C1(CC(C1)OCC1=CC=CC=C1)O